ethyl 2-(4-(sec-butyl)-1-oxo-6-(trifluoromethyl)phthalazin-2(1H)-yl)acetate C(C)(CC)C1=NN(C(C2=CC=C(C=C12)C(F)(F)F)=O)CC(=O)OCC